C(#N)C=1C=C(C=C(C1N[C@@H](CSC1=C(C=C(C=C1)F)F)CCN(C)C)F)S(=O)(=O)NC(=O)C1(CCCCC1)OC (R)-N-((3-cyano-4-((1-((2,4-difluorophenyl)thio)-4-(dimethylamino)butan-2-yl)amino)-5-fluorophenyl)sulfonyl)-1-methoxycyclohexane-1-carboxamide